(R)-N-[6-(4-Fluoro-benzylamino)-2-pyrrolidin-1-yl-pyridin-3-yl]-3-phenyl-butyramide FC1=CC=C(CNC2=CC=C(C(=N2)N2CCCC2)NC(C[C@@H](C)C2=CC=CC=C2)=O)C=C1